methyl 3-(9-((4-(aminomethyl)phenyl)carbamoyl)-4,5-dihydrobenzo[b]thieno[2,3-d]oxepin-8-yl)-6-((4-methoxyphenyl)carbamoyl)picolinate NCC1=CC=C(C=C1)NC(=O)C1=CC2=C(OCCC3=C2SC=C3)C=C1C=1C(=NC(=CC1)C(NC1=CC=C(C=C1)OC)=O)C(=O)OC